CC1(C(NC2=CC(=CC=C12)N1C2CN(C(C1)C2)C(=O)OC(C)(C)C)=O)C tert-butyl 5-(3,3-dimethyl-2-oxoindolin-6-yl)-2,5-diazabicyclo[2.2.1]heptane-2-carboxylate